Tert-butyl (5-hydroxy-1-(6-methylpyridin-2-yl)-1H-pyrazol-3-yl)carbamate OC1=CC(=NN1C1=NC(=CC=C1)C)NC(OC(C)(C)C)=O